(-)-Menthylglutarat C1(CC(C(CC1)C(C)C)OC(CCCC(=O)[O-])=O)C